CCCCCCCCCCCNC 10,N-dimethyl-decylamine